2-(4-((((1R,2S)-2-(4-Fluorophenyl)cyclopropyl)amino)methyl)piperidin-1-yl)-N-hydroxypyrimidine-5-carboxamide TFA salt OC(=O)C(F)(F)F.FC1=CC=C(C=C1)[C@H]1[C@@H](C1)NCC1CCN(CC1)C1=NC=C(C=N1)C(=O)NO